CS(=O)(=O)C=1C(=CC=C2C(=CNC12)C1=NC(=NC=C1C(F)(F)F)N[C@@H]1CNCCC1)C#N 7-methylsulfonyl-3-[2-[[(3S)-3-piperidyl]amino]-5-(trifluoromethyl)pyrimidin-4-yl]-1H-indole-6-carbonitrile